CC1(CC1)OC=1C=C2C(=CN1)NN=C2C2=NC=NC(=C2)N2CCC(CC2)CN2CCNCC2 5-(1-methylcyclopropoxy)-3-[6-[4-(piperazin-1-ylmethyl)-1-piperidinyl]pyrimidin-4-yl]-1H-pyrazolo[3,4-c]pyridine